2-(6-chloro-2,4-dioxo-1H-pyrimidin-3-yl)acetic acid ClC1=CC(N(C(N1)=O)CC(=O)O)=O